norvaline chloride N[C@@H](CCC)C(=O)Cl